Cl.NC1=NC=NN2C1=CC=C2[C@H]2[C@@H]([C@@H]([C@@](O2)(C#N)CO)O)O (2R,3S,4R,5S)-5-(4-aminopyrrolo[2,1-f][1,2,4]triazin-7-yl)-3,4-dihydroxy-2-(hydroxymethyl)tetrahydrofuran-2-carbonitrile hydrogen chloride